4-(6-Bromo-3-((5-(5-(difluoromethyl)-1,3,4-oxadiazol-2-yl)pyridin-2-yl)methyl)-2-oxo-2,3-dihydro-1H-benzo[d]imidazol-1-yl)piperidine-1-carboxylic acid tert-butyl ester C(C)(C)(C)OC(=O)N1CCC(CC1)N1C(N(C2=C1C=C(C=C2)Br)CC2=NC=C(C=C2)C=2OC(=NN2)C(F)F)=O